O1C(CCCC1)OCCCCCCCCCCC(=O)O 11-((tetrahydro-2H-pyran-2-yl)oxy)undecanoic acid